FC1(CCNCC1)C(=O)N1CCC(CC1)N1N=CC(=C1)C=1C=C(C=2N(C1)N=CC2C#N)OC 6-(1-(1-(4-fluoropiperidine-4-carbonyl)piperidin-4-yl)-1H-pyrazol-4-yl)-4-methoxypyrazolo[1,5-a]pyridine-3-carbonitrile